(1S)-1-phenylethane C1(=CC=CC=C1)CC